C[C@H]1CC[C@@H](N(C1)C(C(=O)NC=1C2=C(C=NC1)C=NN2)=O)C=2C=CC1=C(N=C(S1)[C@H]1CN(CC1)C)C2 |o1:29| 2-[(2R,5S)-5-methyl-2-[2-[rel-(3R)-1-methylpyrrolidin-3-yl]-1,3-benzothiazol-5-yl]-1-piperidyl]-2-oxo-N-(1H-pyrazolo[4,3-c]pyridin-7-yl)acetamide